N1(CCCCC1)C1=NSC=N1 3-(piperidin-1-yl)-1,2,4-thiadiazole